IC1=NC=C(C=C1CCC(CC)O)CC (2-iodo-5-ethyl-3-pyridyl)-3-pentanol